CC1=NN(C(C12N(N=CC=1C3=C(C=CC12)C=CC=C3)C(C=C(C)C)=O)=O)C3=CC=CC=C3 3'-Methyl-3-(3-methylbut-2-enoyl)-1'-phenyl-3H-spiro[benzo[f]phthalazine-4,4'-pyrazol]-5'(1'H)-one